C(C)C1=CC=CC2=CC3=C(C=CC=C3C(=C12)OC(=O)C1C(C2C(=CC1C2)C)C(=O)O)CC 1,5-diethyl-9-[2-carboxy(3,6-methano-4-methyl-4-cyclohexenyl)]carbonyloxyanthracene